O[SiH2]F hydroxyfluorosilane